[[[(2S)-2-amino-4-methyl-pentanoyl]amino](2-chloro-2-fluoroacetyl)amino]propanamide N[C@H](C(=O)NN(C(C(F)Cl)=O)C(C(=O)N)C)CC(C)C